FC1=C(C=CC=C1)C=1N=C2N(C(C1)=O)C=C(C=C2)N2CCNCC2 2-(2-Fluorophenyl)-7-(piperazin-1-yl)-4H-pyrido[1,2-a]pyrimidin-4-one